CN1N=C(NC1=O)C(=O)NC(CC(F)(F)F)CCC1=CC=CC=C1 1-methyl-5-oxo-N-(1,1,1-trifluoro-5-phenylpentan-3-yl)-4,5-dihydro-1H-1,2,4-triazole-3-carboxamide